4-(3,5-Dimethyl-piperazin-1-yl)-6-(5-methyl-4H-[1,2,4]triazol-3-yl)-1,7,11b-triaza-benzo[c]fluorene CC1CN(CC(N1)C)C1=CC=NC2=C1C=C(C1=NC=3C=CC=CC3N21)C2=NN=C(N2)C